6-(3-hydroxy-3-methylazetidin-1-yl)pyridine OC1(CN(C1)C1=CC=CC=N1)C